GLYCERYLTRIACETATE CC(=O)OCC(COC(C)=O)OC(C)=O